CN1N=CC=C1B(O)O 1-methylpyrazole-5-boronic acid